C1(=CC=CC=C1)C1=CN=C(S1)C1N(CCC1)C(=O)N 2-(5-phenylthiazol-2-yl)pyrrolidine-1-carboxamide